4-(6-((4-chloro-2-fluorophenyl)methoxy-d2)pyridin-2-yl)piperidine ClC1=CC(=C(C=C1)C(OC1=CC=CC(=N1)C1CCNCC1)([2H])[2H])F